CN(C)CC1=C(C=C(C=C1OC)C=1C2=C(C(N(C1)C)=O)C=C(S2)C(=O)NC2CCN(CC2)C(=O)OC(C)(C)C)OC tert-butyl 4-(7-(4-((dimethylamino)methyl)-3,5-dimethoxyphenyl)-5-methyl-4-oxo-4,5-dihydrothieno[3,2-c]pyridine-2-carboxamido)piperidine-1-carboxylate